3-(1-methyl-1H-pyrazol-3-yl)-4-(trans-2-methylcyclopropyl)aniline CN1N=C(C=C1)C=1C=C(N)C=CC1[C@H]1[C@@H](C1)C